CC(C(=O)[O-])O The molecule is a hydroxy monocarboxylic acid anion that is the conjugate base of lactic acid, arising from deprotonation of the carboxy group. It has a role as a human metabolite and an Escherichia coli metabolite. It derives from a propionate. It is a conjugate base of a rac-lactic acid and a 2-hydroxypropanoic acid.